5-((1-benzylpiperidin-4-yl)oxy)-N-(6-fluoropyridin-2-yl)-4-methylpyridine-2-sulfonamide C(C1=CC=CC=C1)N1CCC(CC1)OC=1C(=CC(=NC1)S(=O)(=O)NC1=NC(=CC=C1)F)C